NC1=CC=C(C=C1)C=1C(=CC(N(N1)C(C)C)=O)C 6-(4-aminophenyl)-2-isopropyl-5-methylpyridazin-3(2H)-one